CN1CCN(CC1)C=1C=C(C=C(C1)C(F)(F)F)NC(=O)C1=CSC=2CNCCC21 N-(3-(4-methylpiperazin-1-yl)-5-(trifluoromethyl)phenyl)-4,5,6,7-tetrahydrothieno[2,3-c]pyridine-3-carboxamide